5-(6-(4-benzylpiperazin-1-yl)pyridin-3-yl)-7-(1-methyl-1H-pyrazol-4-yl)imidazo[1,2-c]pyrimidine-3-carbonitrile C(C1=CC=CC=C1)N1CCN(CC1)C1=CC=C(C=N1)C1=NC(=CC=2N1C(=CN2)C#N)C=2C=NN(C2)C